2-amino-N-(2-chloro-6-methylphenyl)-thiazole-5-formamide NC=1SC(=CN1)C(=O)NC1=C(C=CC=C1C)Cl